CC=1OC2=C(N1)C=CC=1CCC(C12)CCNC(CC)=O N-[2-(2-methyl-7,8-dihydro-6H-indeno[5,4-d][1,3]oxazol-8-yl)ethyl]propionamide